ClC1=CC=C(C=C1)C1=NC2=C(N1[C@H](C(=O)NC1CCCCC1)C1CCCCC1)C=CC=C2 (S)-2-[2-(4-chloro-phenyl)-benzimidazol-1-yl]-2,N-dicyclohexyl-acetamide